C1(CCCCC1)CCCNC cyclohexylpropylmethylamine